CN(C(C)=O)C1CN2CCC1CC2 N-methyl-N-((1s,4s)-quinuclidin-3-yl)acetamide